CNS(=O)(=O)C1=CC(=C(C=C1)NC1=NC=CC(=C1)C(F)(F)F)C=1OC(=NN1)C N-Methyl-3-(5-methyl-1,3,4-oxadiazol-2-yl)-4-[[4-(trifluoromethyl)-2-pyridyl]amino]benzenesulfonamide